3-(4-(4-bromobutoxy)-3-methoxybenzylidene)-6-methoxybenzopyran-4-one BrCCCCOC1=C(C=C(C=C2COC3=C(C2=O)C=C(C=C3)OC)C=C1)OC